1-(4-(3-chloro-5-fluorobenzyl)-3-oxo-3,4-dihydro-2H-benzo[b][1,4]oxazin-7-yl)-3-(1H-indol-6-yl)urea ClC=1C=C(CN2C3=C(OCC2=O)C=C(C=C3)NC(=O)NC3=CC=C2C=CNC2=C3)C=C(C1)F